(3R)-3-(aminomethyl)-5-methylhexanoate NC[C@@H](CC(=O)[O-])CC(C)C